C1=CC=NC(=C1)C2=CSSC2CCN pyridyldithiolethylamine